3-Fluoro-3-azetidinecarboxylic acid FC1(CNC1)C(=O)O